1,3-dichloro-5,5-diethylhydantoin ClN1C(=O)N(C(=O)C1(CC)CC)Cl